Cl.FC([C@H](N)C1=C(C=CC=C1)N1CCOCC1)(F)F (R)-2,2,2-trifluoro-1-(2-morpholinophenyl)ethan-1-amine hydrochloride